ClC1=C(C=CC=C1Cl)C=1C(N(C(N(C1)CC(N1CCC(CC1)C=1C(NC2=CC=CC=C2C1)=O)=O)=O)C)=O 5-(2,3-dichlorophenyl)-3-methyl-1-[2-oxo-2-[4-(2-oxo-1H-quinolin-3-yl)-1-piperidyl]ethyl]pyrimidine-2,4-dione